2-(methoxy-d3)-6-methylnicotinate C(OC1=C(C(=O)[O-])C=CC(=N1)C)([2H])([2H])[2H]